2,9-dimethyl-5-picrylamino-1,10-phenanthroline CC1=NC2=C3N=C(C=CC3=CC(=C2C=C1)NC1=C([N+](=O)[O-])C=C([N+](=O)[O-])C=C1[N+](=O)[O-])C